D-gluconic acid bismuth (III) salt [Bi+3].O=C([C@H](O)[C@@H](O)[C@H](O)[C@H](O)CO)[O-].O=C([C@H](O)[C@@H](O)[C@H](O)[C@H](O)CO)[O-].O=C([C@H](O)[C@@H](O)[C@H](O)[C@H](O)CO)[O-]